O=C1NC(CCC1N1C(N(C2=C1C=CC=C2CCCOCCOCCOCCOCC(=O)O)C)=O)=O 2-[2-[2-[2-[3-[1-(2,6-Dioxo-3-piperidyl)-3-methyl-2-oxo-benzimidazol-4-yl]propoxy]ethoxy]ethoxy]ethoxy]acetic acid